5,10,15,20-tetrakis(2,6-dinitrophenyl)-porphyrin [N+](=O)([O-])C1=C(C(=CC=C1)[N+](=O)[O-])C=1C2=CC=C(N2)C(=C2C=CC(C(=C3C=CC(=C(C=4C=CC1N4)C4=C(C=CC=C4[N+](=O)[O-])[N+](=O)[O-])N3)C3=C(C=CC=C3[N+](=O)[O-])[N+](=O)[O-])=N2)C2=C(C=CC=C2[N+](=O)[O-])[N+](=O)[O-]